C1(=CC=CC=C1)C(C(=O)O)(O)C α-Phenyllactic acid